CC(C)CC1=CC=C(S1)S(=O)(=O)NC(C)(C)C N-(tert-butyl)-5-Isobutylthiophene-2-sulfonamide